OCC(C1=C(C=CC=C1)C)NC(OC(C)(C)C)=O tert-butyl N-[2-hydroxy-1-(2-methylphenyl)ethyl]carbamate